NCC(=O)NC(C(=O)N[C@@H](C(=O)N1CCC2(CC1)CN(C1=CC=CC=C12)S(=O)(=O)C)COCC1=CC=CC=C1)(C)C (R)-2-(2-aminoacetylamino)-N-(3-(benzyloxy)-1-(1-(methylsulfonyl)spiro[indolin-3,4'-piperidin]-1'-yl)-1-oxopropan-2-yl)-2-methylpropanamide